N/C(/SC)=N/C1=NC=C(C(=O)O)C=C1 (Z)-6-((amino(methylthio)methylene)amino)nicotinic acid